N-[(5-cyclopropyl-6-fluoropyridin-2-yl)(phenyl)methyl]-5-methyl-1-[2-(1H-1,2,3-triazol-5-yl)acetyl]pyrrolidine-2-carboxamide C1(CC1)C=1C=CC(=NC1F)C(NC(=O)C1N(C(CC1)C)C(CC1=CN=NN1)=O)C1=CC=CC=C1